2',3-dichloro-4-((3,5-difluoropyridin-2-yl)methoxy)-6-methyl-5'-(trifluoromethyl)-2H-[1,4'-bipyridin]-2-one ClC1=NC=C(C(=C1)N1C(C(=C(C=C1C)OCC1=NC=C(C=C1F)F)Cl)=O)C(F)(F)F